5-bromo-6-fluoro-1H-indazol-7-amine BrC=1C=C2C=NNC2=C(C1F)N